Tert-butyl(7-oxo-7-((5-(4-(((2,2,2-trichloroethoxy)carbonyl)oxy)phenyl)thiazol-2-yl)amino)heptyl)carbamate C(C)(C)(C)OC(NCCCCCCC(NC=1SC(=CN1)C1=CC=C(C=C1)OC(=O)OCC(Cl)(Cl)Cl)=O)=O